CC1=CN=C(S1)N1N=C(C=C1)CC(=O)OC methyl 2-[1-(5-methyl-1,3-thiazol-2-yl)-1H-pyrazol-3-yl]acetate